4'-chloro-6-(chloromethyl)-4,4-dimethyl-2,3,4,5-tetrahydro-1,1'-biphenyl ClC1=CC=C(C=C1)C=1CCC(CC1CCl)(C)C